(3,3-difluoropyrrolidin-1-yl)-[4-[[(3,4-dimethylpyrimidino[4',5':4,5]thieno[2,3-c]pyridazin-8-yl)amino]methyl]phenyl]methanone FC1(CN(CC1)C(=O)C1=CC=C(C=C1)CNC1=NC=NC2=C1SC=1N=NC(=C(C12)C)C)F